O1CCC(CC1)C=O (tetrahydro-2H-pyran-4-yl)methanone